4-(tert-butyl)-N-(2-fluoro-3',4'-dimethoxy-6-(2-trityl-2H-tetrazol-5-yl)-[1,1'-biphenyl]-4-yl)piperidine-1-carboxamide C(C)(C)(C)C1CCN(CC1)C(=O)NC1=CC(=C(C(=C1)C=1N=NN(N1)C(C1=CC=CC=C1)(C1=CC=CC=C1)C1=CC=CC=C1)C1=CC(=C(C=C1)OC)OC)F